2,4-dihydroxyphenyl-carboxylic acid OC1=C(C=CC(=C1)O)C(=O)O